aminophenyl disulphide NC1=C(C=CC=C1)SSC1=C(C=CC=C1)N